methyl Taurate NCCS(=O)(=O)OC